2-(2,6-Dimethyl-4-((4-(4-(trifluoromethyl)benzyl)piperazin-1-yl)methyl)phenoxy)-2-methylpropanoic acid CC1=C(OC(C(=O)O)(C)C)C(=CC(=C1)CN1CCN(CC1)CC1=CC=C(C=C1)C(F)(F)F)C